O[C@@H]1[C@H](CO[C@@H]([C@@H]1O)CO)NC1=NC(=NC(=C1)OC)C#N 4-(((3S,4R,5R,6R)-4,5-dihydroxy-6-(hydroxymethyl)tetrahydro-2H-pyran-3-yl)amino)-6-methoxypyrimidine-2-carbonitrile